(2R)-N-((S)-(4-fluoro-3-(trifluoromethyl)phenyl)(trans-3-(trifluoromethyl)-cyclobutyl)methyl)-2-methyl-3-oxopiperazine-1-carboxamide FC1=C(C=C(C=C1)[C@@H](NC(=O)N1[C@@H](C(NCC1)=O)C)[C@@H]1C[C@H](C1)C(F)(F)F)C(F)(F)F